4-[(2,3-dichlorobenzyl)amino]-2-[(1-methyl-1H-pyrazol-4-yl)amino]pyrimidin-5-carboxamide ClC1=C(CNC2=NC(=NC=C2C(=O)N)NC=2C=NN(C2)C)C=CC=C1Cl